3-(3-(diethylamino)propyl)-5-hydroxy-7-methoxy-2-(3,4,5-trimethoxyphenyl)chroman-4-one C(C)N(CCCC1C(OC2=CC(=CC(=C2C1=O)O)OC)C1=CC(=C(C(=C1)OC)OC)OC)CC